BrC1=NC=C2C=C(N=C(C2=C1)NN)Cl 7-bromo-3-chloro-1-hydrazinyl-2,6-naphthyridine